3-hydroxy-4-(5H-imidazo[5,1-a]isoindol-5-yl)pyrrolidine-1-sulfonamide OC1CN(CC1C1N2C(C3=CC=CC=C13)=CN=C2)S(=O)(=O)N